C(C1=CC=CC=C1)OC1=CC=CC(=N1)C1=CC(=C(CC2=NC3=C(N2CCOC)C=C(C=C3)C(=O)OC)C=C1)F Methyl 2-(4-(6-(benzyloxy)pyridin-2-yl)-2-fluorobenzyl)-1-(2-methoxyethyl)-1H-benzo[d]imidazole-6-carboxylate